OCC(C1=CC=CC=C1)NC(=O)C1=CN(C=C1)C1=NC(=NC=C1C)NC1COCC1 N-(2-hydroxy-1-phenylethyl)-1-(5-methyl-2-((tetrahydro-furan-3-yl)amino)pyrimidin-4-yl)-1H-pyrrole-3-carboxamide